COC=1C=C(\C=N\NC(C2=CN=CC(=C2)C2=CC=C(C=C2)OC)=O)C=C(C1)OC (E)-N'-(3,5-dimethoxybenzylidene)-5-(4-methoxyphenyl)nicotinohydrazide